C(C)(C)(C)OC(=O)N[C@H](C(=O)O)COC1=C(C(=CC(=C1)F)F)[N+](=O)[O-] (S)-2-((tert-Butoxycarbonyl)amino)-3-(3,5-difluoro-2-nitrophenoxy)propanoic acid